NC1=C(C=C2C(C3=C(N(C2=C1)C1CC1)CN1C(C2=C(C=C13)[C@@](C(OC2)=O)(O)CC)=O)=O)F (S)-9-amino-4-ethyl-8-fluoro-4-hydroxy-11-cyclopropyl-1,12-dihydro-14H-pyrano[3',4':6,7]indolizino[2,1-b]quinoline-3,6,14(4H,11H)-trione